C(#N)C1=CC=C(COC2=CC=CC(=N2)C2=CC(=C(CC=3N(C4=C(N3)SC(=C4)C(=O)O)C[C@H]4OCC4)C=C2)F)C=C1 (S)-2-(4-(6-((4-cyanobenzyl)oxy)pyridin-2-yl)-2-fluorobenzyl)-1-(oxetan-2-ylmethyl)-1H-thieno[2,3-d]imidazole-5-carboxylic acid